N-(5-(6-(3,4-difluorophenyl)pyrazin-2-yl)thiophen-3-yl)pentanamide FC=1C=C(C=CC1F)C1=CN=CC(=N1)C1=CC(=CS1)NC(CCCC)=O